N1,N3-di-o-tolylmalonamide C1(=C(C=CC=C1)NC(CC(=O)NC1=C(C=CC=C1)C)=O)C